C(C)N1C(=C(C(C(=C1C)C(=O)O)C1=CC(=CC=C1)[N+](=O)[O-])C(=O)O)C ethyl-1,4-dihydro-2,6-dimethyl-4-m-nitrophenyl-3,5-pyridinedicarboxylic acid